3-benzoylguanidine C(C1=CC=CC=C1)(=O)NC(N)=N